[N+](=O)([O-])C1=CC=C(O1)\C=N\N1C(NC(C1)=O)=O (E)-1-(((5-nitrofuran-2-yl)methylene)amino)imidazolidine-2,4-dione